4-amino-8-(5-fluoro-2-methyl-4-pyridinyl)-2-oxo-N-propyl-1H-quinoline-3-carboxamide NC1=C(C(NC2=C(C=CC=C12)C1=CC(=NC=C1F)C)=O)C(=O)NCCC